(3S)-3-ethyl-1,1-dimethyl-indan C(C)[C@H]1CC(C2=CC=CC=C12)(C)C